C[C@]12CC(C[C@](CC1)(N2)C)N(C=2SC1=C(N2)SC(=N1)C=1N=CC(=NC1)C1=CCN(C=C1)C)C 4-[5-(5-{[(1R,3s,5S)-1,5-dimethyl-8-azabicyclo[3.2.1]octan-3-yl](methyl)amino}[1,3]thiazolo[5,4-d][1,3]thiazol-2-yl)pyrazin-2-yl]-1-methylpyridin